2-(4-(7-bromo-2-chloro-8-cyclopropyloxy-6-methoxyquinazolin-4-yl)piperazin-2-yl)acetonitrile BrC1=C(C=C2C(=NC(=NC2=C1OC1CC1)Cl)N1CC(NCC1)CC#N)OC